C1(CC1)OC1=CC=C2C=C(C=C(C2=C1)CCNC(C)=O)[2H] N-(2-(7-cyclopropoxy-naphthalen-1-yl-3-d)ethyl)acetamide